1-(2-chloroethyl)-3-(2,2,2-trifluoro-1-phenylethyl)urea ClCCNC(=O)NC(C(F)(F)F)C1=CC=CC=C1